tertamyl hydroperoxide C(C)(C)(CC)OO